N1N=NN=C1C1=C(C=CC=C1)N1CC2(C1)CN(CC2)C(CCCC)=O 1-(2-(2-(1H-Tetrazol-5-yl)phenyl)-2,6-diazaspiro[3.4]octan-6-yl)pentan-1-one